CC1=C(C(=NO1)C=1C=NC(=CC1)C)COC=1C=C2CCN(CC2=CN1)C(=O)C1CCOCC1 6-{[5-methyl-3-(6-methylpyridin-3-yl)-1,2-oxazol-4-yl]methoxy}-2-(oxacyclohexane-4-carbonyl)-1,2,3,4-tetrahydro-2,7-naphthyridine